C1(=CC=CC=C1)C1=CSC=2N=CN=C(C21)NCC2CCN(CC2)C(=O)N 4-(5-Phenylthieno[2,3-d]pyrimidin-4-yl)aminomethyl-1-piperidinamide